C(C1=CC=CC=C1)OC(COC=1C=C(C=CC1)C[C@H](C(=O)OC(C)(C)C)[C@@H]1CN(CC1)C(=O)OC(C)(C)C)=O tert-butyl (R)-3-((S)-3-(3-(2-(benzyloxy)-2-oxoethoxy)phenyl)-1-(tert-butoxy)-1-oxopropane-2-yl)pyrrolidine-1-carboxylate